C(C1=CC(C(=O)NC(=S)N)=CC=C1)(=O)NC(=S)N (isophthaloyl)bis-thiourea